N-(4-methylphenyl)aziridine CC1=CC=C(C=C1)N1CC1